2-(2,2,2-trifluoroethyl)benzoxazole-6-carboxylic acid FC(CC=1OC2=C(N1)C=CC(=C2)C(=O)O)(F)F